ClC1=NC=CC(=C1)CCC=O 3-(2-chloro-4-pyridinyl)propanal